1-[((5S,7S)-3-{[1-(3,5-difluorophenyl)-1H-1,2,3-triazol-4-yl]methyl}-2-oxo-1-oxa-3-azaspiro[4.5]dec-7-yl)methyl]-1H-benzimidazole-6-carbonitrile FC=1C=C(C=C(C1)F)N1N=NC(=C1)CN1C(O[C@]2(C1)C[C@H](CCC2)CN2C=NC1=C2C=C(C=C1)C#N)=O